The molecule is a amino acid ester that is methyl phenylacetate in which one of the hydrogens alpha to the carbonyl group is replaced by a piperidin-2-yl group. It is a member of piperidines, a methyl ester and a beta-amino acid ester. COC(=O)C(C1CCCCN1)C2=CC=CC=C2